ammonium bromide formamidine salt C(=N)N.[Br-].[NH4+]